C[C@@]12CCC=3N=C(SC3C2=CC[C@H]2[C@H]3[C@](CC[C@H]12)(C(CC3)C(C)CCCC(C)C)C)NCC3=CC=CC=C3 (5aR,5bS,7aR,10aS,10bS)-5a,7a-dimethyl-8-(6-methylheptan-2-yl)-N-benzyl-5,5a,5b,6,7,7a,8,9,10,10a,10b,11-dodecahydro-4H-cyclopenta[7,8]phenanthro[2,1-d]thiazol-2-amine